ClC1=CC=C(C=C1)CC(CNC(=O)N1CC(OCC1)C1=CC(=C(C=C1)F)F)CO N-{2-[(4-chlorophenyl)methyl]-3-hydroxypropyl}-2-(3,4-difluorophenyl)morpholine-4-carboxamide